2-(2-fluoro-[1,1'-biphenyl]-3-yl)naphthalene FC1=C(C=CC=C1C1=CC2=CC=CC=C2C=C1)C1=CC=CC=C1